7-((2-((2-methoxy-4-(7-(methyl-d3)-2,7-diazaspiro[3.5]non-2-yl)phenyl)amino)-5-(trifluoromethyl)pyrimidin-4-yl)oxy)-2-methylisoindolin-1-one COC1=C(C=CC(=C1)N1CC2(C1)CCN(CC2)C([2H])([2H])[2H])NC2=NC=C(C(=N2)OC=2C=CC=C1CN(C(C21)=O)C)C(F)(F)F